N6-{N-[(1r,4S)-4-(aminomethyl)cyclohexane-1-carbonyl]-3-methyl-L-phenylalanyl}-N2-{[(1S)-1,3-dicarboxypropyl]carbamoyl}-L-lysine NCC1CCC(CC1)C(=O)N[C@@H](CC1=CC(=CC=C1)C)C(=O)NCCCC[C@H](NC(N[C@@H](CCC(=O)O)C(=O)O)=O)C(=O)O